COC(=O)C1=CC=C2C(=CNC2=C1)CN=[N+]=[N-] 3-(azidomethyl)-1H-indole-6-carboxylic acid methyl ester